CS(=O)(=O)/C=C/[C@H](C)NC(=O)N1[C@H](C[C@H](C1)C(F)(F)F)C1=CC=CC=C1 (2r,4r)-N-((S,E)-4-(methylsulfonyl)but-3-en-2-yl)-2-phenyl-4-(trifluoromethyl)pyrrolidine-1-carboxamide